C(CCC(=O)O)CCOCC(=O)O The molecule is a dicarboxylic acid that is hexanoic acid substituted by a carboxymethoxy group at position 6. It has a role as a human urinary metabolite. It is a dicarboxylic acid and an ether.